C(C)(C)(C)OC(=O)N[C@H]1CC[C@H](CC1)C(=O)O cis-4-((tert-Butoxycarbonyl)amino)cyclohexanecarboxylic acid